5-bromo-1,2-difluoro-3-isopropoxybenzene BrC=1C=C(C(=C(C1)F)F)OC(C)C